C(C1CO1)OCC1=C(C=CC=C1)C=C o-vinylbenzyl glycidyl ether